[(2-Hydroxy-1,1-bis(hydroxymethyl)ethyl)amino]-1-propanesulfonic acid C(CNC(CO)(CO)CO)CS(=O)(=O)O